[Si].C1(=CC=CC=C1)C1=C(C=CC=C1)C1=CC=CC=C1 phenyl-biphenyl silicon